COC(=O)C=1C(=NN2C1C=C(C=C2)Br)NC(=O)OC(C)(C)C 5-bromo-2-((tert-butoxycarbonyl)amino)pyrazolo[1,5-a]Pyridine-3-carboxylic acid methyl ester